4'-(9-anthryl)-2,2':6',2''-terpyridine ruthenium [Ru].C1=CC=CC2=CC3=CC=CC=C3C(=C12)C1=CC(=NC(=C1)C1=NC=CC=C1)C1=NC=CC=C1